CC=1N(C(=C2C(N(N=CC21)C2=CC=CC=C2)=O)C)C2=CC=C(C=C2)C 5,7-Dimethyl-2-phenyl-6-(p-tolyl)-2,6-dihydro-1H-pyrrolo[3,4-d]pyridazin-1-one